tert-butyl 4-(8-((3-(difluoromethoxy)pyridin-2-yl)methyl)-2-methyl-7-oxo-7,8-dihydropyrido[2,3-d]pyrimidin-6-yl)piperidine-1-carboxylate FC(OC=1C(=NC=CC1)CN1C(C(=CC2=C1N=C(N=C2)C)C2CCN(CC2)C(=O)OC(C)(C)C)=O)F